2-(3-Chlorophenyl)-N-(5-(1-(6-(2-(pyridin-2-yl)acetamido)pyridazin-3-yl)piperidin-4-yl)-1,3,4-thiadiazol-2-yl)acetamide ClC=1C=C(C=CC1)CC(=O)NC=1SC(=NN1)C1CCN(CC1)C=1N=NC(=CC1)NC(CC1=NC=CC=C1)=O